phenyl 4-(acetyloxy)benzoate C(C)(=O)OC1=CC=C(C(=O)OC2=CC=CC=C2)C=C1